rel-(3R,4R)-4-((4-(cyclopropyl(2-fluoro-4-(1H-pyrazol-1-yl)benzyl)amino)-7H-pyrrolo[2,3-d]pyrimidin-7-yl)methyl)piperidine-3,4-diol C1(CC1)N(C=1C2=C(N=CN1)N(C=C2)C[C@]2([C@@H](CNCC2)O)O)CC2=C(C=C(C=C2)N2N=CC=C2)F |o1:14,15|